tert-butyl (R)-(1-((5-((4-(4-morpholino-7-((2-(trimethylsilyl)ethoxy)methyl)-7H-pyrrolo[2,3-d]pyrimidin-6-yl)phenyl)amino)pyrimidin-2-yl)methyl)piperidin-3-yl)carbamate O1CCN(CC1)C=1C2=C(N=CN1)N(C(=C2)C2=CC=C(C=C2)NC=2C=NC(=NC2)CN2C[C@@H](CCC2)NC(OC(C)(C)C)=O)COCC[Si](C)(C)C